4-methyl-4-(methyldithio)pentanoic acid CC(CCC(=O)O)(C)SSC